BrC1=CC=CC2=CC=CC(=C12)C(F)F bromo-8-(difluoromethyl)naphthalene